NC1CCC(CC1)N1CCN(CC1)C1(CC1)C(=O)C1(CC1)N1CCN(CC1)C1CCC(CC1)N (4-((1R,4R)-4-aminocyclohexyl)piperazin-1-yl)(cyclopropyl)ketone